C1=CC(=C(C=C1C[C@@H](C(=O)O)N)O)O 4-Dihydroxyphenylalanine